C(=O)C=1C=C(C=CC1O)B(O)O 3-FORMYL-4-HYDROXYPHENYLBORONIC ACID